N-(4-(4-amino-7-(1-isobutyrylpiperidin-4-yl)pyrrolo[2,1-f][1,2,4]triazin-5-yl)phenyl)-3-methyl-6-oxo-1-phenyl-1,6-dihydro-[2,3'-bipyridine]-5-carboxamide NC1=NC=NN2C1=C(C=C2C2CCN(CC2)C(C(C)C)=O)C2=CC=C(C=C2)NC(=O)C2=CC(=C(N(C2=O)C2=CC=CC=C2)C=2C=NC=CC2)C